5-cyanothiophene-2-carboxylic acid C(#N)C1=CC=C(S1)C(=O)O